4,5,6,7-tetrahydrobenzo[b]thiophene-3-carboxylate S1C2=C(C(=C1)C(=O)[O-])CCCC2